N[C@H](CCOP(O)(=O)C)C(=O)O D-homoalanin-4-yl-(methyl)phosphonic acid